2-methyl-2-nitro-1,3-dimethoxymethylpropane CC(CCOC)(CCOC)[N+](=O)[O-]